[5-(2-ethyl-5-fluoropyridin-4-yl)-1-{[2-(trimethylsilyl)ethoxy]methyl}pyrazole-3-carbonyl]-4-azaspiro[2.5]octane-7-carboxylic acid C(C)C1=NC=C(C(=C1)C1=CC(=NN1COCC[Si](C)(C)C)C(=O)C1CC12NCCC(C2)C(=O)O)F